N-(1-((2-([1,3'-Biazetidin]-3-yl)-2H-tetrazol-5-yl)methyl)-3-(2,5-bis(difluoromethoxy)phenyl)-1H-pyrazol-4-yl)pyrazolo[1,5-a]pyrimidine-3-carboxamide N1(CC(C1)N1N=C(N=N1)CN1N=C(C(=C1)NC(=O)C=1C=NN2C1N=CC=C2)C2=C(C=CC(=C2)OC(F)F)OC(F)F)C2CNC2